C(C1=CC=CC=C1)N(C)C=1C(=NN2C1N=CC=C2C=2C=NNC2)C(=O)NC2=CC=C(C=C2)F (benzyl-(methyl)amino)-N-(4-fluorophenyl)-7-(1H-pyrazol-4-yl)pyrazolo[1,5-a]pyrimidine-2-carboxamide